O=CC(O)CO glyceraldehyde